4-methyl-1,3-dioxathiane CC1OSOCC1